methyl 2,2-dichloroethyl carbonate C(OC)(OCC(Cl)Cl)=O